5-bromo-2,2-dimethyl-5-octadecyl-1,3-dioxane BrC1(COC(OC1)(C)C)CCCCCCCCCCCCCCCCCC